(2r,5s)-5-[2-(4-chloro-3-fluorophenoxy)acetamido]-2-[6-(trifluoromethoxy)-1,3-benzoxazol-2-yl]piperidine-1-carboxylic acid tert-butyl ester C(C)(C)(C)OC(=O)N1[C@H](CC[C@@H](C1)NC(COC1=CC(=C(C=C1)Cl)F)=O)C=1OC2=C(N1)C=CC(=C2)OC(F)(F)F